6-bromo-N-ethyl-4-methoxy-pyrazolo[1,5-a]pyridine-3-formamide BrC=1C=C(C=2N(C1)N=CC2C(=O)NCC)OC